N-(5-methyl-1,3,4-thiadiazol-2-yl)-5-((1R,2R)-2-(2,2,2-trifluoro-N-(piperidin-4-ylmethyl)acetamido)cyclopropyl)thiophene-3-carboxamide Hydrochloride Cl.CC1=NN=C(S1)NC(=O)C1=CSC(=C1)[C@H]1[C@@H](C1)N(C(C(F)(F)F)=O)CC1CCNCC1